O=C1NC[C@H](N2C=3C(=C(SC13)C=1C=NNC1)OCC2)CC(=O)OC methyl (R)-2-(9-oxo-2-(1H-pyrazol-4-yl)-4,5,6,7,8,9-hexahydro-3-oxa-1-thia-5a,8-diazabenzo[cd]azulen-6-yl)acetate